2-tert-butyl-4,5-dihydro-1,3-oxazine C(C)(C)(C)C=1OCCCN1